Methyl 4-{2-[(S)-amino(4-methylcyclohexyl)methyl]-4-fluoro-1H-benzimidazol-5-yl}-tetrahydrofuran-3-carboxylate N[C@H](C1=NC2=C(N1)C=CC(=C2F)C2C(COC2)C(=O)OC)C2CCC(CC2)C